[N+](=O)([O-])C=1C=C(C=CC1NC1CCN(CC1)C1COC1)S(=O)(=O)NC(C1=C(C=CC=C1)OC=1C=C2C(=NC1)NC=C2)=O N-({3-nitro-4-[(1-oxetan-3-ylpiperidin-4-yl)amino]phenyl}sulfonyl)-2-(1H-pyrrolo[2,3-b]pyridin-5-yloxy)benzamide